N-(tetrahydro-2H-pyran-4-yl)-2-m-tolyl-1H-pyrrolo[3,2-c]pyridin-6-amine O1CCC(CC1)NC1=CC2=C(C=N1)C=C(N2)C=2C=C(C=CC2)C